N-(3-chloro-4-(4-(2-(dimethylamino)ethyl)piperidine-1-carbonyl)phenyl)-5-(2,3-difluoro-4-methoxyphenyl)-1-methyl-1H-imidazole-2-carboxamide ClC=1C=C(C=CC1C(=O)N1CCC(CC1)CCN(C)C)NC(=O)C=1N(C(=CN1)C1=C(C(=C(C=C1)OC)F)F)C